4-(1-((4-(trifluoromethoxy)phenyl)sulfonyl)azetidin-3-yl)piperidine FC(OC1=CC=C(C=C1)S(=O)(=O)N1CC(C1)C1CCNCC1)(F)F